FC=1C(=NC(=NC1N)N1C(=NC2=C1C=C(C=C2)F)C)NC2=CC=C(C=C2)C(F)(F)F 5-fluoro-2-(6-fluoro-2-methyl-1H-benzoimidazol-1-yl)-N-[4-(trifluoromethyl)phenyl]pyrimidine-4,6-diamine